6-[5-[(1S)-1-[[6-chloro-8-(trifluoro-methyl)quinazolin-4-yl]amino]ethyl]-1,2,4-triazol-1-yl]-2-ethyl-pyridazin-3-one ClC=1C=C2C(=NC=NC2=C(C1)C(F)(F)F)N[C@@H](C)C1=NC=NN1C=1C=CC(N(N1)CC)=O